C(=CCCCCCCCCCCCCCCCCCCCC)C(=O)Cl n-docosenylformyl chloride